N-(3-(4-chloro-3-methylthiophene-2-sulfonylamino)-2,6-difluorophenyl)acetamide ClC=1C(=C(SC1)S(=O)(=O)NC=1C(=C(C(=CC1)F)NC(C)=O)F)C